FC([C@](C(=O)O[C@H]1CC2=CC=CC(=C2C[C@@H]1N1CCC(CC1)C1=CC=CC=C1)F)(C1=CC=CC=C1)OC)(F)F (R)-(2S,3S)-5-Fluoro-3-(4-phenylpiperidin-1-yl)-1,2,3,4-tetrahydronaphthalen-2-yl 3,3,3-trifluoro-2-methoxy-2-phenylpropanoate